2-(2'-hydroxy-5-methacryloyloxyethylphenyl)-2H-benzotriazole OC1=C(C=C(C=C1)CCOC(C(=C)C)=O)N1N=C2C(=N1)C=CC=C2